C(C)(=O)NNC(=O)C1=CC=2C(=CN=CC2Br)S1 N'-acetyl-4-bromothieno[2,3-c]pyridine-2-carbohydrazide